ClC1=C(C=CC=C1Cl)N1CCN(CC1)CCCC1CCN(CC1)C(=O)OCCCC Butyl 4-(3-(4-(2,3-dichlorophenyl)piperazin-1-yl)propyl)piperidine-1-carboxylate